(5,7-dichloro-2H-pyrimido[4,5-d][1,3]oxazin-1(4H)-yl) propylmethanesulfonate C(CC)CS(=O)(=O)ON1COCC2=C1N=C(N=C2Cl)Cl